CAR-anal C12(CC(CCC1C2(C)C)C)C=O